{(S)-1-[(S)-1-(2,3-dihydrobenzo[1,4]dioxin-2-yl)methyl]-3-methylpiperidin-3-yl}methanol O1[C@H](COC2=C1C=CC=C2)CN2C[C@@](CCC2)(C)CO